ClC1=C(C(=O)NC2CC2)C=C(C=C1)C=1C=NNC1 2-chloro-N-cyclopropyl-5-(1H-pyrazol-4-yl)benzamide